3-(7-amino-3-oxo-1H-isoindole-2-yl)piperidine NC=1C=CC=C2C(N(CC12)C1CNCCC1)=O